C(C)(C)(C)OC(=O)N1N=C(C2=CC=C(C=C12)[C@@H]1C[C@@]12C(N(C1=CC=C(C=C21)OC)C(=O)OC(C)(C)C)=O)NC2=NC=NC(=C2OC)N2CCOCCC2 tert-butyl (1R,2S)-2-[1-tert-butoxycarbonyl-3-[[5-methoxy-6-(1,4-oxazepan-4-yl)pyrimidin-4-yl]amino]indazol-6-yl]-5'-methoxy-2'-oxo-spiro[cyclopropane-1,3'-indoline]-1'-carboxylate